2-fluoro-7,8,9,10-tetrahydro-6H-azepino[1,2-a]indole-11-carboxylic acid FC=1C=C2C(=C3N(C2=CC1)CCCCC3)C(=O)O